C(C)(C)(C)OC(=O)C1CCN(CC1)CC1CCN(CC1)C1=C(C=C(C=C1)NC1C(NC(CC1)=O)=O)F tert-butyl-1-((1-(4-((2,6-dioxopiperidin-3-yl)amino)-2-fluorophenyl)piperidin-4-yl)methyl)piperidine-4-carboxylate